N-(3-bromo-2,4-difluorophenyl)-4-fluoropyrrolidine-2-carboxamide BrC=1C(=C(C=CC1F)NC(=O)C1NCC(C1)F)F